(S)-Azepane-2-carboxylic acid N1[C@@H](CCCCC1)C(=O)O